2,8-dimethyl-5-[2-(6-methylpyridin-3-yl)ethyl]-3,4-dihydro-1H-pyrido[4,3-b]indole CN1CC2=C(N(C=3C=CC(=CC23)C)CCC=2C=NC(=CC2)C)CC1